C(=O)O.ClC=1C(=CC(=C(C1)S(=O)(=O)NC1=NC=NC=C1)F)O[C@@H]1[C@H](C[C@H](CC1)C1=CC(=CC=C1)C(F)(F)F)N(C)CCO 5-chloro-2-fluoro-4-(((1S,2S,4S)-2-((2-hydroxyethyl)(methyl)amino)-4-(3-(trifluoromethyl)phenyl)cyclohexyl)oxy)-N-(pyrimidin-4-yl)benzenesulfonamide Formate